BrC1=C(C=NC=C1)[C@@H](CCC=C)NC1=CC=C(C=C1)OC (R)-N-(1-(4-Bromopyridin-3-yl)pent-4-en-1-yl)-4-methoxyaniline